OCCOCCOC1=C(C=CC=C1)OCCOCCO 1,2-di[2-(2-hydroxyethoxy)ethoxy]benzene